C(C1=CC=CC=C1)OC(=O)N1CCN(CC1)CC=1C=C(C=CC1)N1C2CN(CC1CC2)C(=O)OC(C)(C)C Tert-butyl 8-[3-[(4-benzyloxycarbonylpiperazin-1-yl)methyl]phenyl]-3,8-diazabicyclo[3.2.1]octane-3-carboxylate